C(C=C)(=O)N1[C@@H](CN(C[C@@H]1C)C=1C2=C(N(C(N1)=O)C=1C(=NC=CC1C)C(C)C)N=C(C(=C2)Cl)C2=C(C=CC=C2)F)C (M)-4-(4-acryloyl-cis-3,5-dimethylpiperazin-1-yl)-6-chloro-7-(2-fluorophenyl)-1-(2-isopropyl-4-methylpyridin-3-yl)pyrido[2,3-d]pyrimidin-2(1H)-one